C(C)(=O)C1=CC(=NC(=C1F)NC1=NNC(=C1)C)C[C@@]1(C[C@H](N(CC1)CC1=C(C(=CC=C1)Cl)F)C)C(=O)O (2R,4R)-4-((4-acetyl-5-fluoro-6-((5-methyl-1H-pyrazol-3-yl)amino)pyridin-2-yl)-methyl)-1-(3-chloro-2-fluorobenzyl)-2-methylpiperidine-4-carboxylic acid